4-(2-(4-acrylamidophenyl)-4-amino-7-cyano-1-(2-methoxyethyl)-1H-pyrrolo[3,2-c]pyridin-3-yl)-N-(3,3-difluorocyclobutyl)-2-methoxybenzamide C(C=C)(=O)NC1=CC=C(C=C1)C1=C(C=2C(=NC=C(C2N1CCOC)C#N)N)C1=CC(=C(C(=O)NC2CC(C2)(F)F)C=C1)OC